C(C(CCl)O)O (+/-)-3-chloro-1,2-propanediol